CC/C=C\C=C\CCCCCCCCCC=O (11E,13Z)-hexadecadienal